7-fluoro-1-isopropyl-3-methyl-8-[6-[3-(1-piperidinyl)propoxy]-3-pyridinyl]imidazo[4,5-c]quinolin-2-one FC=1C(=CC=2C3=C(C=NC2C1)N(C(N3C(C)C)=O)C)C=3C=NC(=CC3)OCCCN3CCCCC3